4,4a,5,9b-tetrahydro-indeno[1,2-d]-m-dioxin O1COCC2C1C1=CC=CC=C1C2